(2-(4-cyanophenyl)pyrazolo[1,5-a]pyrimidin-6-yl)(2-hydroxy-5-nitrophenyl)methanone C(#N)C1=CC=C(C=C1)C1=NN2C(N=CC(=C2)C(=O)C2=C(C=CC(=C2)[N+](=O)[O-])O)=C1